FC1=C(CNC(=O)N2CC3(CCCC3)[C@@](CC2)(CN2C=NC(=CC2=O)C2=CC=CC=C2)O)C=CC=C1F (S)-N-(2,3-Difluorobenzyl)-10-hydroxy-10-((6-oxo-4-phenylpyrimidin-1(6H)-yl)methyl)-7-azaspiro[4.5]decane-7-carboxamide